C(CCC)O[C@@H]1CC[C@H](CC1)NC(OC(C)(C)C)=O Tert-butyl (trans-4-butoxycyclohexyl)carbamate